ClC=1C=CC2=C(N=C(O2)C2CC3(CC(C3)NC(=O)C3=CC(=NC=C3)C(=O)NC)C2)C1 N4-[6-(5-chloro-1,3-benzoxazol-2-yl)spiro[3.3]heptan-2-yl]-N2-methyl-pyridine-2,4-dicarboxylic acid diamide